4-[(4-hydroxypiperidin-4-yl) methyl]-1,4-diazacycloheptane-1-carboxylate OC1(CCNCC1)CN1CCN(CCC1)C(=O)[O-]